O1C(=CC=C1)C(C)(C)C=1OC=CC1 2,2-bis(furan-2-yl)propane